CC=1N=C(SC1CC(=O)O)NC=1C=NC=CC1 2-(4-methyl-2-(pyridin-3-ylamino)thiazol-5-yl)acetic acid